COC1=C(C=C(C=C1)[C@@H]1CC[C@H](CC1)C=O)C trans-4-(4-Methoxy-3-methylphenyl)cyclohexanecarbaldehyde